5-bromo-1,1-dimethyl-1,3-dihydro-2-benzofuran BrC1=CC2=C(C(OC2)(C)C)C=C1